C(C=C)N1C(N(C=2N=C(NC(C12)=O)N)[C@@H]1O[C@@H](C[C@H]1O)CO)=O 7-Allyl-2-amino-9-((2R,3R,5S)-3-hydroxy-5-(hydroxymethyl)tetrahydrofuran-2-yl)-7,9-dihydro-1H-purin-6,8-dion